NCCCOC=1C=CC=2C3CCC4(C(CCC4[C@H]3CCC2C1)O)C (S)-3-(3-aminopropoxy)-13-methyl-7,8,9,11,12,13,14,15,16,17-decahydro-6H-cyclopenta[a]phenanthren-17-ol